1,5-di(2-hydroxyethoxy)naphthalene OCCOC1=CC=CC2=C(C=CC=C12)OCCO